N1=NN(C2=NC=CC=C21)[OH2+] {3H-[1,2,3]triazolo[4,5-b]pyridin-3-yl}oxidanium